threonyl-carbamoyl-adenosine N[C@@H]([C@H](O)C)C(=O)[C@@]1([C@@](O[C@@H]([C@H]1O)CO)(N1C=NC=2C(N)=NC=NC12)C(N)=O)O